BrC=1C=C(C(N(C1)C)=O)N1CCN(CC1)C(C)(C)C 5-bromo-3-(4-(tert-butyl)piperazin-1-yl)-1-methylpyridin-2(1H)-one